[5-(2,4-difluorophenyl)isoxazol-3-yl]-[4-(1-methylpyrazol-4-yl)-5,7-dihydro-4H-isothiazolo[5,4-c]pyridine-6-yl]methanone FC1=C(C=CC(=C1)F)C1=CC(=NO1)C(=O)N1CC2=C(C(C1)C=1C=NN(C1)C)C=NS2